N-(5-methoxy-1,3,4-thiadiazol-2-yl)-4-(5-methoxybenzo(d)thiazol-4-yl)-6-methylnicotinamide COC1=NN=C(S1)NC(C1=CN=C(C=C1C1=C(C=CC2=C1N=CS2)OC)C)=O